CC1=C2C(=C3C=C(C=CC3=NC2=NN1)OC)NCCOCCO The molecule is a pyrazoloquinoline that is 6-methoxy-3-methyl-1H-pyrazolo[3,4-b]quinoline bearing an additional 2-[(2-hydroxyethoxy)ethyl]amino substituent at position 4 It has a role as an antineoplastic agent. It is a pyrazoloquinoline, an aromatic ether, an aromatic amine, a secondary amino compound and a primary alcohol.